5-bromo-2-(4-fluorophenyl)-1-methyl-1H-benzo[d]imidazole BrC1=CC2=C(N(C(=N2)C2=CC=C(C=C2)F)C)C=C1